2-(3-(6-chloro-7-fluoro-3-(1H-imidazol-1-yl)-5-methoxy-1-methyl-1H-indol-2-yl)-1H-1,2,4-triazol-5-yl)-2,2-difluoroethan-1-ol ClC1=C(C=C2C(=C(N(C2=C1F)C)C1=NNC(=N1)C(CO)(F)F)N1C=NC=C1)OC